sodium cobalt sulfate nitrate [N+](=O)([O-])[O-].S(=O)(=O)([O-])[O-].[Co+2].[Na+]